(2S)-1-[1-[4-fluoro-2-(pyrrolidin-2-ylmethoxy)phenyl]-4-hydroxy-pyrazolo[3,4-d]pyrimidin-6-yl]pyrrolidine-2-carboxylic acid FC1=CC(=C(C=C1)N1N=CC=2C1=NC(=NC2O)N2[C@@H](CCC2)C(=O)O)OCC2NCCC2